1-(3-cyanophenyl)-N-(5-((cyclopropylmethylamino)(pyridin-3-yl)methyl)-2-fluorophenyl)-3-(trifluoromethyl)-1H-pyrazole-5-carboxamide C(#N)C=1C=C(C=CC1)N1N=C(C=C1C(=O)NC1=C(C=CC(=C1)C(C=1C=NC=CC1)NCC1CC1)F)C(F)(F)F